4-(5-(1'-isopropyl-[1,4'-bipiperidin]-4-yl)-3-methyl-1H-indol-2-yl)-7H-pyrrolo[2,3-d]pyrimidine C(C)(C)N1CCC(CC1)N1CCC(CC1)C=1C=C2C(=C(NC2=CC1)C=1C2=C(N=CN1)NC=C2)C